COC(=O)C1=NN(C2=NC=CC=C21)COCC[Si](C)(C)C 1-(2-trimethylsilylethoxymethyl)pyrazolo[3,4-b]Pyridine-3-carboxylic acid methyl ester